3-amino-7-((3-hydroxyoxetan-3-yl)ethynyl)-5-methyl-2,3-dihydrobenzo[b][1,4]Oxazepine NC1CN(C2=C(OC1)C=CC(=C2)C#CC2(COC2)O)C